CC(=CC(=O)C(CC)(O)O)CCCC(CCCC(CCCC(C)C)C)C (3,7,11,15-tetramethylhexadec-2-enoyl)propanediol